N1(CC=CC=C1)C=1C=NC=CC1 1,3'-bipyridin